N1=NN(C2=NC=CC=C21)C=2C=C(C(=NC2)C(=O)N([C@H]2CNCCC2)C2=NC=CC1=CC=CC(=C21)Cl)F (R)-5-(3H-[1,2,3]triazolo[4,5-b]pyridin-3-yl)-N-(8-chloroisoquinolin-1-yl)-3-fluoro-N-(piperidin-3-yl)picolinamide